C(C)(C)(C)[C@@H]1CC=2C=C3C(=NC2CC1)SC(=C3)C(=O)N[C@H](CCN3CCOCC3)C3=CC=C(C=C3)C(N[C@H]3CNC[C@@H]3O)=O (6S)-6-tert-butyl-N-[(1R)-3-morpholino-1-[4-[[(3S,4S)-4-hydroxypyrrolidin-3-yl]carbamoyl]phenyl]propyl]-5,6,7,8-tetrahydrothieno[2,3-b]quinoline-2-carboxamide